5-(4-methylphenyl)-6-trifluoromethyl-1,2,4-triazazine-3-carboxylic acid CC1=CC=C(C=C1)C1=NN(NN=C1C(F)(F)F)C(=O)O